C(C)OC1=C(C=C(C(=C1)OCC)OCC)C1=NC=CC(=C1)C1=CC=C(C=C1)C1=CC=C(C=C1)N(C1=CC=C(C=C1)C)C1=CC=C(C=C1)C 2,4,5-triethyloxyphenyl-4-(4'-bis(4-methylphenyl)aminobiphenyl-4-yl)pyridine